O1C=NC=C1CC#N 2-(oxazol-5-yl)acetonitrile